Cl.OCCN (hydroxymethyl)-aminomethan hydrochloride